(1S,3R,4S,5S)-3-((5-chloro-4-(4-fluoro-2-(2-hydroxypropan-2-yl)-1-isopropyl-1H-benzo[d]imidazol-6-yl)pyrimidin-2-yl)amino)-7,7-dimethyl-6,8-dioxabicyclo[3.2.1]octan-4-ol ClC=1C(=NC(=NC1)N[C@@H]1C[C@H]2C(O[C@@H]([C@H]1O)O2)(C)C)C=2C=C(C1=C(N(C(=N1)C(C)(C)O)C(C)C)C2)F